C(#N)C1=CC=C(CCN[C@H](C(=O)NC2=NC=C(C=C2)N2CCC(CC2)(F)F)C2=CC=CC=C2)C=C1 |r| (S)- and (R)-2-((4-cyanophenethyl)amino)-N-(5-(4,4-difluoropiperidin-1-yl)pyridin-2-yl)-2-phenylacetamide